C(C)N1C(NC2=CC(=CC=C2C1=S)CN1CC2N(C3=C(OC2)N=C(C=C3)C(=O)NC)CC1)=O 3-((3-ethyl-2-oxo-4-thioxo-1,2,3,4-tetrahydroquinazolin-7-yl)methyl)-N-methyl-1,2,3,4,4a,5-hexahydropyrazino[1,2-d]pyrido[2,3-b][1,4]oxazine-8-carboxamide